FC1(CC(C1)C1=NC(=NO1)C1(CCN(CC1)C(=O)[C@H]1N(CC2(CCC2)[C@@H](C1)O)C(=O)OC(C)(C)C)C(F)(F)F)F tert-butyl (7S,9R)-7-(4-(5-(3,3-difluorocyclobutyl)-1,2,4-oxadiazol-3-yl)-4-(trifluoromethyl)piperidine-1-carbonyl)-9-hydroxy-6-azaspiro[3.5]nonane-6-carboxylate